CN(CC(=O)N1CC(C1)COC=1C=C2C(=C(NC2=CC1)C=1C=C(C=2N(C1)N=CN2)C)C(C)C)C 2-(Dimethylamino)-1-(3-(((3-isopropyl-2-(8-methyl-[1,2,4]triazolo[1,5-a]pyridin-6-yl)-1H-indol-5-yl)oxy)methyl)azetidin-1-yl)ethan-1-on